[Br-].C(C)[N+](CCO)(CC)CC triethyl-(hydroxyethyl)ammonium bromide